FC(S(=O)(=O)OCCOS(=O)(=O)C(F)(F)F)(F)F ethylene glycol bistrifluoromethanesulfonate